1-ethyl-2-methylbenzimidazol C(C)N1C(=NC2=C1C=CC=C2)C